N[C@@H](CCP(O)(=O)C)C(=O)O |r| DL-homoalanin-4-yl-(methyl)phosphinic acid